1-(methylimino)-2,3,4,5-tetrahydro-1H-1λ4-benzo[f][1,4]thiazepine 1-oxide CN=S1(CCNCC2=C1C=CC=C2)=O